C(C=C)(=O)N1[C@H](CN(CC1)C1=NC(=NC2=C(C(=CC=C12)C1=CC=CC2=CC=C(C(=C12)Cl)F)F)OCC12CCCN2CCC1)CC#N (S)-2-(1-acryloyl-4-(7-(8-chloro-7-fluoronaphthalen-1-yl)-8-fluoro-2-((tetrahydro-1H-pyrrolizin-7a(5H)-yl)methoxy)quinazolin-4-yl)piperazin-2-yl)acetonitrile